[4-[6-[(Z)-N'-hydroxycarbamimidoyl]-1-(2-trimethylsilylethoxymethyl)indol-3-yl]-5-(trifluoromethyl)pyrimidin-2-yl]amin O\N=C(/N)\C1=CC=C2C(=CN(C2=C1)COCC[Si](C)(C)C)C1=NC(=NC=C1C(F)(F)F)N